1,2,3,4-tetrakis(trimethylsiloxy)pentane C[Si](OCC(C(C(C)O[Si](C)(C)C)O[Si](C)(C)C)O[Si](C)(C)C)(C)C